Trifluoromethanesulfonylamide FC(S(=O)(=O)[NH-])(F)F